(1R,3S,5R)-2-(2-(4-amino-6-bromo-8-methyl-9H-pyrimido[4,5-b]indol-9-yl)acetyl)-N-(6-bromopyridin-2-yl)-2-azabicyclo[3.1.0]hexane-3-carboxamide NC1=NC=NC=2N(C3=C(C=C(C=C3C21)Br)C)CC(=O)N2[C@@H]1C[C@@H]1C[C@H]2C(=O)NC2=NC(=CC=C2)Br